[C@@H]12OC[C@@H](N(C1)CC=1OC3=CC=CC=C3C(C1)=O)C2 [[(1S,4S)-2-oxa-5-azabicyclo[2.2.1]hept-5-yl]methyl]-4H-chromen-4-one